CC1=CC=C(C=C1)C1C(C[NH-])=CC=CC1(C1=CC=C(C=C1)OC#N)C1=CC=C(C=C1)OC#N 2-(4-methylphenyl)-3,3-bis(4-cyanatophenyl)benzylamide